[3-(8-methyl-2-methylsulfonyl-7-oxo-pyrido[2,3-d]pyrimidin-6-yl)oxy-2-nitro-phenyl] acetate C(C)(=O)OC1=C(C(=CC=C1)OC1=CC2=C(N=C(N=C2)S(=O)(=O)C)N(C1=O)C)[N+](=O)[O-]